COC(C1=CC(=C(C=C1)C)O)=O 3-hydroxy-4-methylbenzoic acid methyl ester